CC(=C\C(=C/C=NS(=O)(=O)C1=CC=C(C=C1)[N+](=O)[O-])\N1CCCCC1)C (2E)-N-[5-methyl-3-(piperidin-1-yl)hexa-2,4-dien-1-ylidene]-4-nitrobenzenesulfonamide